3-{2-[(3,5-dimethoxyphenyl)amino]pyrimidin-4-yl}-N-[(2S)-1-(dimethylamino)-1-oxopropan-2-yl]-1-methyl-1H-pyrazole-5-carboxamide COC=1C=C(C=C(C1)OC)NC1=NC=CC(=N1)C1=NN(C(=C1)C(=O)N[C@H](C(=O)N(C)C)C)C